ClC1=C(C=CC2=NN(N=C21)C)B2OC(C(O2)(C)C)(C)C 4-Chloro-2-methyl-5-(4,4,5,5-tetramethyl-1,3,2-dioxaborolan-2-yl)-2H-benzo[d][1,2,3]triazole